(1S,3R)-N1-(2-(trifluoromethyl)quinolin-4-yl)cyclohexane-1,3-diamine hydrochloride Cl.FC(C1=NC2=CC=CC=C2C(=C1)N[C@@H]1C[C@@H](CCC1)N)(F)F